trans-4-[(6-methylpyridazin-3-yl)methyl]cyclohexanecarboxylic acid CC1=CC=C(N=N1)C[C@@H]1CC[C@H](CC1)C(=O)O